O1C(=CC=C1)C=1C=CC(=C(C1)NC1=NC=NC2=CC(=C(C=C12)OC1CCNCC1)OC)OC 4-((4-((5-(furan-2-yl)-2-methoxyphenyl)amino)-7-methoxyquinazolin-6-yl)oxy)piperidine